NC[C@H](C(=O)O)C (R)-3-amino-2-methylpropanoic acid